(2S)-3-[4-(trifluoromethyl)phenyl]-2-(2-trimethylsilyl-ethoxycarbonylamino)propionic acid FC(C1=CC=C(C=C1)C[C@@H](C(=O)O)NC(=O)OCC[Si](C)(C)C)(F)F